FC(C1=C(C=CC(C1)(N)N)C1=C(C=CC=C1)C(F)(F)F)(F)F 2,2'-bistrifluoromethyl-4,4-biphenyldiamine